6-chloro-2-(pyridin-4-yl)pyrido[3,4-d]pyrimidin-4-ol ClC1=CC2=C(N=C(N=C2O)C2=CC=NC=C2)C=N1